O=C1NC(CC[C@H]1N1CC=2C(N(C=C(C2C1=O)C)C1CC2(CNC2)C1)=O)=O (R)-2-(2,6-dioxopiperidin-3-yl)-7-methyl-5-(2-azaspiro[3.3]heptan-6-yl)-3,5-dihydro-1H-pyrrolo[3,4-c]pyridine-1,4(2H)-dione